5-(6-aminopyridin-3-yl)-N-isopropylthiophene-2-carboxamide NC1=CC=C(C=N1)C1=CC=C(S1)C(=O)NC(C)C